4-(6-(tert-butoxy)-2-phenyl-3,4-dihydronaphthalen-1-yl)phenol C(C)(C)(C)OC=1C=C2CCC(=C(C2=CC1)C1=CC=C(C=C1)O)C1=CC=CC=C1